C(CCCCCC(=O)[O-])(=O)OCC\C=C/CCCCC [(Z)-non-3-enyl] heptanedioate